6-((R)-2-((3ar,5R,6as)-5-(2,3-difluorophenoxy)-3a-hydroxycyclopenta[c]pyrrol-2(1H)-yl)-1-hydroxyethyl)-3,4-dihydroquinolin-2(1H)-one FC1=C(OC2=C[C@]3(C(CN(C3)C[C@H](O)C=3C=C4CCC(NC4=CC3)=O)=C2)O)C=CC=C1F